1-butyl acetate C(C)(=O)OCCCC